7-chloro-6-fluoro-2-hydrazino-N-(3-iodophenyl)-N-(trifluoromethyl)quinazolin-4-amine ClC1=C(C=C2C(=NC(=NC2=C1)NN)N(C(F)(F)F)C1=CC(=CC=C1)I)F